6-isopropyl-6,7-dihydro-5H-dibenzo[c,e]azepin-3,9-diol C(C)(C)N1CC2=C(C3=C(C1)C=C(C=C3)O)C=CC(=C2)O